5-(2-(2-(benzyloxy)acetamido)imidazo[1,2-b]pyridazin-6-yl)-N-(2-fluoro-5-(trifluoromethoxy)benzyl)-2-methoxynicotinamide C(C1=CC=CC=C1)OCC(=O)NC=1N=C2N(N=C(C=C2)C=2C=NC(=C(C(=O)NCC3=C(C=CC(=C3)OC(F)(F)F)F)C2)OC)C1